1,1-dimethylsilylcyclopentane C[SiH2]C1(CCCC1)[SiH2]C